9-(4-((1-(3-fluoropropyl)azetidin-3-ylidene)methyl)phenyl)-8-(5-methoxy-2-(trifluoromethyl)phenyl)-6,7-dihydro-5H-benzo[7]annulene-3-carboxylic acid FCCCN1CC(C1)=CC1=CC=C(C=C1)C1=C(CCCC2=C1C=CC(=C2)C(=O)O)C2=C(C=CC(=C2)OC)C(F)(F)F